FC(CC(C(=O)NC1=NC=CC(=C1)C1=C(C2=NC=CC(=C2N1)C)C1=NC=CC=C1)C1=CC=C(C=C1)F)F 4,4-Difluoro-2-(4-fluorophenyl)-N-{4-[7-methyl-3-(pyridin-2-yl)-1H-pyrrolo[3,2-b]pyridin-2-yl]pyridin-2-yl}butanamid